C(C)(=O)C=1C=CC(=C(C1)NS(=O)(=O)C)O N-(5-acetyl-2-hydroxyphenyl)methanesulfonamide